C1N(C=CC2=CC=CC=C12)O isoquinolin-2(1H)-ol